5-{6,6-difluoro-2-azaspiro[3.3]heptan-2-yl}-2-{[6-({[(3-fluorocyclobutyl)methyl]amino}methyl)imidazo[1,2-a]pyridin-2-yl]methyl}-1,2-dihydro-2,7-naphthyridin-1-one FC1(CC2(CN(C2)C2=C3C=CN(C(C3=CN=C2)=O)CC=2N=C3N(C=C(C=C3)CNCC3CC(C3)F)C2)C1)F